4-(2-(nitroxy) ethyl)-1,2-phenylene diacetate C(C)(=O)OC1=C(C=C(C=C1)CCO[N+](=O)[O-])OC(C)=O